N-[7-benzyloxy-5-fluoro-6-(1,1,4-trioxo-1,2,5-thiadiazolidin-2-yl)-2-naphthyl]-2-[4-[3-(2,6-dioxo-3-piperidyl)-1-methyl-indazol-6-yl]oxyphenyl]acetamide C(C1=CC=CC=C1)OC1=C(C(=C2C=CC(=CC2=C1)NC(CC1=CC=C(C=C1)OC1=CC=C2C(=NN(C2=C1)C)C1C(NC(CC1)=O)=O)=O)F)N1S(NC(C1)=O)(=O)=O